ClC=1C=CC(=NC1C(F)(F)F)[C@H](NC(=O)N1[C@@H](C(NCC1)=O)C)[C@@H]1C[C@H](C1)C(F)(F)F (2R)-N-((R)-(5-chloro-6-(trifluoromethyl)pyridin-2-yl)(trans-3-(trifluoromethyl)cyclobutyl)methyl)-2-methyl-3-oxopiperazine-1-carboxamide